C(=O)C1=C2C(=NC(=C1)C(=O)OC)CCC2 methyl 4-formyl-6,7-dihydro-5H-cyclopenta[b]pyridine-2-carboxylate